ethyl 3-(2-hydroxyethyl)-1-(1H-indol-5-ylmethyl)-5-methyl-2,4-dioxo-1H,2H,3H,4H-thieno[2,3-d]pyrimidine-6-carboxylate OCCN1C(N(C2=C(C1=O)C(=C(S2)C(=O)OCC)C)CC=2C=C1C=CNC1=CC2)=O